O(C1=CC=CC=C1)C1=CC=C(C=C1)[14C]1=NN2C(NCC[C@H]2C2CCNCC2)=C1C#N (S)-2-(4-phenoxyphenyl)-7-(piperidin-4-yl)-4,5,6,7-tetrahydro[2-14C]Pyrazolo[1,5-a]Pyrimidine-3-carbonitrile